o-chlorobenzaldehyde sodium [Na].ClC1=C(C=O)C=CC=C1